4-(4-(4-(Aminomethyl)-2-fluorophenoxy)-1H-pyrrolo[2,3-b]pyridin-3-yl)-N-benzylpyrimidin-2-amin NCC1=CC(=C(OC2=C3C(=NC=C2)NC=C3C3=NC(=NC=C3)NCC3=CC=CC=C3)C=C1)F